COC(C1=CC(=CC(=C1)OCC(C)(C)O)Br)=O 3-bromo-5-(2-hydroxy-2-methylpropoxy)benzoic acid methyl ester